3-(3,4,6-tribenzylphenyl)phenol C(C1=CC=CC=C1)C=1C=C(C(=CC1CC1=CC=CC=C1)CC1=CC=CC=C1)C=1C=C(C=CC1)O